4-[6-amino-5-(4-tert-butyl-benzyloxy)-pyridin-3-yl]-N-(3-morpholin-4-yl-propyl)-benzamide NC1=C(C=C(C=N1)C1=CC=C(C(=O)NCCCN2CCOCC2)C=C1)OCC1=CC=C(C=C1)C(C)(C)C